COC1=C(C=C(C=C1)C1=C(C=CC=C1)O)C 2-(4-methoxy-3-methylphenyl)phenol